(4-(3-hydroxyoxetan-3-yl)phenyl)(5-(4-(methylthio)phenyl)-3,3a,4,6a-tetrahydrocyclopenta[c]pyrrol-2(1H)-yl)methanone OC1(COC1)C1=CC=C(C=C1)C(=O)N1CC2C(C1)CC(=C2)C2=CC=C(C=C2)SC